1-(3-(2-((benzyloxy)methyl)-4-iodo-1H-imidazol-1-yl)bicyclo[1.1.1]Pentane-1-yl)piperidin-4-one C(C1=CC=CC=C1)OCC=1N(C=C(N1)I)C12CC(C1)(C2)N2CCC(CC2)=O